C(#N)C1=C(C=CC(=C1OC=1C=C2C(N(C=NC2=CC1)[C@H]1COC2(C1)CCNCC2)=O)F)NS(=O)(=O)N2C[C@@H](CC2)OC (3R)-N-[2-cyano-4-fluoro-3-[3-[(3R)-1-oxa-8-azaspiro[4.5]decan-3-yl]-4-oxo-quinazolin-6-yl]oxy-phenyl]-3-methoxy-pyrrolidine-1-sulfonamide